rac-4-(2,3-dichloro-6-((2-(trimethylsilyl)ethoxy)methoxy)phenyl)-1-(6-methoxypyridin-3-yl)pyrrolidin-2-one ClC1=C(C(=CC=C1Cl)OCOCC[Si](C)(C)C)[C@H]1CC(N(C1)C=1C=NC(=CC1)OC)=O |r|